3-aminopropylmethacrylate NCCCOC(C(=C)C)=O